C1OC=2C(=C(SC2C(=O)[O-])C(=O)[O-])OC1 4-ethylenedioxythiophene-2,5-dicarboxylate